2-(4-(4-chloro-2-(hydroxymethyl)phenyl)-5-(4-chloro-2-methylphenyl)thiophen-2-yl)-1,1,1,3,3,3-hexafluoropropan-2-ol ClC1=CC(=C(C=C1)C=1C=C(SC1C1=C(C=C(C=C1)Cl)C)C(C(F)(F)F)(C(F)(F)F)O)CO